tertbutyl (1-((3-bromophenyl)sulfonyl)piperidin-4-yl)carbamate BrC=1C=C(C=CC1)S(=O)(=O)N1CCC(CC1)NC(OC(C)(C)C)=O